[Br-].C(C1=CC=CC=C1)OC(=O)NC=1C=CC(=NC1NC(=O)OCC1=CC=CC=C1)C[P+](C1=CC=CC=C1)(C1=CC=CC=C1)C1=CC=CC=C1 [5,6-Bis(benzyloxycarbonylamino)-2-pyridyl]methyl-triphenyl-phosphonium bromide